5-(4-cyclohexylphenyl)-2-(4-ethylpyrimidin-2-yl)-3-[3-(fluoromethyl)azetidine-1-carbonyl]-4H-pyrazolo[1,5-a]pyrimidin-7-one C1(CCCCC1)C1=CC=C(C=C1)C=1NC=2N(C(C1)=O)N=C(C2C(=O)N2CC(C2)CF)C2=NC=CC(=N2)CC